C(#C)C1=CC=2N(C=C1)C(=C(N2)C2=CC=CC=C2)NC2=CC=C(C(=O)O)C=C2 4-((7-Ethynyl-2-phenylimidazo[1,2-a]pyridin-3-yl)amino)benzoic acid